C(CCC)C1CS(C2=C(N(C1)C1=CC=CC=C1)C=C(C(=C2)O\C=C(\C(=O)O)/F)SC)(=O)=O (Z)-3-((3-butyl-7-(methylthio)-1,1-dioxido-5-phenyl-2,3,4,5-tetrahydro-1,5-benzothiazepin-8-yl)oxy)-2-fluoroacrylic acid